C(C=C)(=O)NC(CC)(C)S(=O)(=O)O 2-acrylamido-1-methyl-2-propanesulfonic acid